FC1=CC=C(C2=C1COC(OC2)C=2N=C(SC2)C2CCN(CC2)C(CN2N=C(C=C2C)C(F)(F)F)=O)CS(=O)(=O)[O-] 9-fluoro-3-[2-(1-{[5-methyl-3-(trifluoromethyl)-1H-pyrazol-1-yl] acetyl} piperidin-4-yl)-1,3-thiazol-4-yl]-1,5-dihydro-2,4-benzodioxepin-6-ylmethanesulfonate